C(N)(OCC1=CC(=CC=C1)NC1=NC(=NC=C1C(N)=O)NC1=C(C=C2CCN(CC2=C1)C)OC)=O [3-({5-carbamoyl-2-[(6-methoxy-2-methyl-1,2,3,4-tetrahydroisoquinolin-7-yl)amino]pyrimidin-4-yl}amino)phenyl methyl] carbamate